ethyl (3-hydroxy-5-(3-methoxyphenyl)-4-methylpicolinoyl)glycinate OC=1C(=NC=C(C1C)C1=CC(=CC=C1)OC)C(=O)NCC(=O)OCC